BrC1=CC=C(C=C1)C#CC1=CC=C(C=C1)Cl 1-Bromo-4-[2-(4-chlorophenyl)ethynyl]-benzol